FC1=CC(=CC(=C1F)F)F 2,3,4,6-tetrafluorobenzene